(3R)-4-amino-N-cyclopropyl-7-fluoro-3-methyl-N-((3S)-6-(trifluoromethyl)-2,3-dihydro-1-benzofuran-3-yl)-1,3-dihydrofuro[3,4-c]quinoline-8-carboxamide NC1=NC=2C=C(C(=CC2C2=C1[C@H](OC2)C)C(=O)N([C@@H]2COC1=C2C=CC(=C1)C(F)(F)F)C1CC1)F